2-[1-[2-(5-azaspiro[2.4]heptan-5-yl)-3,6-dimethyl-4-oxoquinazolin-8-yl]ethyl-amino]benzoic acid C1CC12CN(CC2)C2=NC1=C(C=C(C=C1C(N2C)=O)C)C(C)NC2=C(C(=O)O)C=CC=C2